tert-Butyl (2S,4S)-5-fluoro-2-phenyl-4-(2,2,2-trifluoroacetamido)piperidine-1-carboxylate FC1[C@H](C[C@H](N(C1)C(=O)OC(C)(C)C)C1=CC=CC=C1)NC(C(F)(F)F)=O